(+)-2-phenylglycine methyl ester hydrochloride Cl.COC(C(N)C1=CC=CC=C1)=O